(S)-4-((1-(3-fluoropropyl)pyrrolidin-3-yl)oxy)benzoyl chloride, hydrochloride salt Cl.FCCCN1C[C@H](CC1)OC1=CC=C(C(=O)Cl)C=C1